N-(pyrrolidin-3-yloxy)propanamide N1CC(CC1)ONC(CC)=O